3-methyl-5-(N-(2-(4-nicotinylpiperazin-1-yl)phenyl)-N-Phenethylsulfamoyl)benzofuran-2-carboxylic acid ethyl ester C(C)OC(=O)C=1OC2=C(C1C)C=C(C=C2)S(N(CCC2=CC=CC=C2)C2=C(C=CC=C2)N2CCN(CC2)CC2=CN=CC=C2)(=O)=O